ClC1=CC=C(C=C1)C1=NOC(=C1C1=C(C=CC=C1)C(F)(F)F)C1=CC=C(C(=O)NCCN(C)C)C=C1 4-[3-(4-chlorophenyl)-4-[2-(trifluoromethyl)phenyl]isoxazol-5-yl]-N-[2-(dimethylamino)ethyl]-benzamide